7-[6-(2-chloro-4-fluoro-5-methoxy-phenyl)-2,4-dioxo-1H-thieno[3,2-d]pyrimidin-3-yl]thieno[3,2-C]pyridine-2-carboxamide ClC1=C(C=C(C(=C1)F)OC)C1=CC=2NC(N(C(C2S1)=O)C=1C2=C(C=NC1)C=C(S2)C(=O)N)=O